3-(bromomethyl)-5-methoxypyridine-2-carboxylic acid methyl ester COC(=O)C1=NC=C(C=C1CBr)OC